ClC=1C=C(SC1)C=1N=C(SC1N1CCN(CC1)C1CCCCC1)N 4-(4-chlorothiophene-2-yl)-5-(4-cyclohexylpiperazine-1-yl)thiazole-2-amine